chloro-3-nitrobiphenyl-2-amine ClC=1C(=C(C(=CC1)C1=CC=CC=C1)N)[N+](=O)[O-]